C(#N)C(NC(=O)[C@@H]1[C@H]2C([C@H]2CN1C(=O)C=1NC(=CC1)C1CC1)(C)C)C=1C2=C(C=NC1)C=CN2C (1R,2S,5S)-N-[cyano-(1-methylpyrrolo[3,2-c]pyridin-7-yl)methyl]-3-(5-cyclopropyl-1H-pyrrole-2-carbonyl)-6,6-dimethyl-3-azabicyclo[3.1.0]hexane-2-carboxamide